FC(OC1=C(C=CC(=C1)C(F)(F)F)C=1N=NC(=C2C1C=NC=C2)N[C@H]2CN(CCC2)CCO)F 2-[(3R)-3-({4-[2-(difluoromethoxy)-4-(trifluoromethyl)phenyl]pyrido[3,4-d]pyridazin-1-yl}amino)piperidin-1-yl]ethan-1-ol